(2-(3-(3,3-difluoropyrrolidin-1-yl)-1H-pyrazol-1-yl)phenyl)methanamine FC1(CN(CC1)C1=NN(C=C1)C1=C(C=CC=C1)CN)F